BrC(C)C1=NC2=C(C=CC(=C2C(N1C1=CC=CC=C1)=O)F)F 2-(1-bromoethyl)-5,8-difluoro-3-phenylquinazolin-4(3H)-one